4-((3-(5-(7H-pyrrolo[2,3-d]pyrimidin-4-yl)pyridin-2-yl)-3,6-diazabicyclo[3.1.1]heptane-6-yl)methyl)-2-chlorophenol N1=CN=C(C2=C1NC=C2)C=2C=CC(=NC2)N2CC1N(C(C2)C1)CC1=CC(=C(C=C1)O)Cl